(3S,4S) or (3R,4R)-4-((R) or (S)-4-(6-chloro-2-((5-chloro-1-cyclopropyl-1H-pyrazol-4-yl)amino)quinazolin-7-yl)-3-methylpiperazin-1-yl)tetrahydrofuran-3-ol ClC=1C=C2C=NC(=NC2=CC1N1[C@@H](CN(CC1)[C@@H]1[C@@H](COC1)O)C)NC=1C=NN(C1Cl)C1CC1 |o1:12,17,18|